OCC1(N2[C@H](CC(C1=O)CC2)C2=CC=NC=C2)COC (6R)-2-(hydroxymethyl)-2-(methoxymethyl)-6-(pyridin-4-yl)quinuclidin-3-one